2-(4-acetylpiperazin-1-yl)-N-{5-[1-(4-ethylphenyl)-1H-pyrazol-4-yl]-1H-indol-3-yl}-2-oxoacetamide C(C)(=O)N1CCN(CC1)C(C(=O)NC1=CNC2=CC=C(C=C12)C=1C=NN(C1)C1=CC=C(C=C1)CC)=O